CNC1=NC2=C(C(=O)N1)NC=N2 N2-methylguanine